6-((3,4-dimethylbenzyl)(methyl)amino)-N-phenyl-Imidazo[1,2-a]pyridine-3-carboxamide CC=1C=C(CN(C=2C=CC=3N(C2)C(=CN3)C(=O)NC3=CC=CC=C3)C)C=CC1C